4-(3-benzylureido)-N-(7-(hydroxyamino)-7-oxoheptyl)benzamide tert-butyl-(2S,6R)-4-(2-((tert-butoxycarbonyl)amino)ethyl)-2,6-dimethylpiperazine-1-carboxylate C(C)(C)(C)OC(=O)N1[C@H](CN(C[C@H]1C)CCNC(=O)OC(C)(C)C)C.C(C1=CC=CC=C1)NC(NC1=CC=C(C(=O)NCCCCCCC(=O)NO)C=C1)=O